C(C)C=1N=C2N(C=C(C=C2)N2CCN(CC2)CC(=O)N)C1N(C)C=1SC=C(N1)C1=CC=C(C=C1)F 2-(4-(2-ethyl-3-((4-(4-fluorophenyl)thiazol-2-yl)(methyl)amino)imidazo[1,2-a]pyridin-6-yl)piperazin-1-yl)acetamide